1-(2-cyanocyclobutyl)-3-(5-((7-fluoro-2,3-dihydrobenzo[b][1,4]dioxin-5-yl)amino)-7-(methylamino)pyrazolo[1,5-a]pyrimidin-3-yl)urea C(#N)C1C(CC1)NC(=O)NC=1C=NN2C1N=C(C=C2NC)NC2=CC(=CC=1OCCOC12)F